(s)-5-cyclopropyl-5-(3-oxo-3-(5-(trifluoromethoxy)isoindolin-2-yl)propyl)imidazolidine C1(CC1)[C@]1(CNCN1)CCC(N1CC2=CC=C(C=C2C1)OC(F)(F)F)=O